C(C)OC(C(CCCC(F)(F)F)N)=O 2-amino-6,6,6-trifluorohexanoic acid ethyl ester